C(C=C)[C@@H]1[C@H]2CC[C@@H](CN1CC=C)N2C(=O)OC(C)(C)C tert-butyl (1R,2R,5S)-2,3-diallyl-3,8-diazabicyclo[3.2.1]octane-8-carboxylate